6-(1H-indazol-6-yl)-N4-methyl-1,3,5-triazine-2,4-diamine N1N=CC2=CC=C(C=C12)C1=NC(=NC(=N1)N)NC